(3-((1,4-dioxo-1,4-dihydronaphthalen-2-yl)amino)phenyl)-2-methyl-3,5-dinitrobenzamide O=C1C(=CC(C2=CC=CC=C12)=O)NC=1C=C(C=CC1)C1=C(C(=C(C(=O)N)C=C1[N+](=O)[O-])C)[N+](=O)[O-]